1-(2-picolyl)imidazole N1=C(C=CC=C1)CN1C=NC=C1